1-{2-methyl-5-[5-(4-methylpiperazin-1-yl)-1H-imidazo[4,5-b]pyrazin-2-yl]-4-phenyl-1H-pyrrol-3-yl}ethan-1-one CC=1NC(=C(C1C(C)=O)C1=CC=CC=C1)C1=NC=2C(=NC=C(N2)N2CCN(CC2)C)N1